C(C)(C)NC(O[C@H]1C[C@H](CC1)C=1NN=C(C1)NC(=O)C1=CC(=NC=C1)OC1=C(C(=CC=C1)OCC1=CC=CC=C1)C1OCCO1)=O (1R,3S)-3-(5-{2-[3-(benzyloxy)-2-(1,3-dioxolan-2-yl)phenoxy]pyridine-4-amido}-2H-pyrazol-3-yl)cyclopentyl N-isopropylcarbamate